C(C1=CC=CC=C1)N(C(COC1=CC=C(C=C1)C)=O)CC N-benzyl-N-ethyl-2-(p-tolyloxy)acetamide